{4-[(2-tert-butyl-4-chlorophenoxy)methyl]Piperidin-1-yl}(oxo)acetic acid C(C)(C)(C)C1=C(OCC2CCN(CC2)C(C(=O)O)=O)C=CC(=C1)Cl